ClC1=NC(=CC2=CC=CC=C12)C1=CC=CC=C1 1-Chloro-3-phenylisoquinoline